methyl 3-ethyl-2-oxo-1,2-dihydrothieno[2,3-b]pyrazine-6-carboxylate C(C)C=1C(NC2=C(N1)SC(=C2)C(=O)OC)=O